ClC1=CC2=C(C=N1)C(=NN2C2=C(C=C(C=C2)NS(=O)(=O)CCC)OC)C(=O)OC Methyl 6-chloro-1-(2-methoxy-4-(propylsulfonamido)phenyl)-1H-pyrazolo[4,3-c]pyridine-3-carboxylate